8-methoxy-6-[7-(2-morpholinoethoxy)imidazo[1,2-a]pyridin-3-yl]-2H-isoquinolin-1-one COC=1C=C(C=C2C=CNC(C12)=O)C1=CN=C2N1C=CC(=C2)OCCN2CCOCC2